4-[((2-ethylhexyl)oxy)methyl]-2,2-dimethyl-1,3-dioxolane C(C)C(COCC1OC(OC1)(C)C)CCCC